C(C)(C)(C)OC(=O)NCCO N-(t-Butoxycarbonyl)ethanolamine